diallyl disulphide phosphate P(=O)(O)(O)O.C(C=C)SSCC=C